C1(CCCCC1)C1CCC(CC1)C1CCCCC1 1,4-dicyclohexylcyclohexane